4-[[4-[[4-[(3R,5R)-5-[(5-bromo-1-methyl-6-oxo-pyridazin-4-yl)amino]-1-methyl-3-piperidyl]phenyl]methyl]piperazin-1-yl]methyl]-2-(2,6-dioxo-3-piperidyl)isoindoline-1,3-dione BrC1=C(C=NN(C1=O)C)N[C@@H]1C[C@@H](CN(C1)C)C1=CC=C(C=C1)CN1CCN(CC1)CC1=C2C(N(C(C2=CC=C1)=O)C1C(NC(CC1)=O)=O)=O